FC(F)(F)C=1OC=CN1 trifluoromethyl-oxazol